3,7-dimethyl-1H-indazole-5-carboxylic acid CC1=NNC2=C(C=C(C=C12)C(=O)O)C